ClC1=NC=C2NC(N(C2=N1)CC1=CC=C(C#N)C=C1)=O 4-((2-chloro-8-oxo-7,8-dihydro-9H-purin-9-yl)methyl)benzonitrile